4-(2,4-difluorophenyl)-6,7-dimethyl-2-((2S,4S)-2-(1-methyl-1H-pyrazol-4-yl)tetrahydro-2H-pyran-4-yl)pteridine FC1=C(C=CC(=C1)F)C1=NC(=NC2=NC(=C(N=C12)C)C)[C@@H]1C[C@H](OCC1)C=1C=NN(C1)C